FC(C1=CC=C(C=C1)NC(C(C)(C)C)=O)(F)F N-(4-(trifluoromethyl)phenyl)pivalamide